OC1(C(C(=O)C2=CC=CC=C2)C=CC(=C1)OC)C(=O)O 2-hydroxy-4-methoxy-2-carboxybenzophenone